CC=1NC(=C(C(C1C(=O)OC)C1=CC=C(C=C1)F)C(=O)OC)C Dimethyl 2,6-dimethyl-4-(4-fluorophenyl)-1,4-dihydropyridine-3,5-dicarboxylate